4-bromo-7,8-difluoro-6,11-dihydrodibenzo[b,e]Thiepin-11-ol BrC1=CC=CC2=C1SCC1=C(C2O)C=CC(=C1F)F